3-amino-2-oxopiperidin NC1C(NCCC1)=O